CCCCCCC(=O)N 5-Pentylacetamide